C1(CCC1)N1N=C(C(=C1NC(=O)[C@H]1C(C1)(F)F)C)C1CC(C1)(F)F (S)-N-(1-cyclobutyl-3-(3,3-difluorocyclobutyl)-4-methyl-1H-pyrazol-5-yl)-2,2-difluoro-cyclopropane-1-carboxamide